Cl[Si](C1=CC=C(C=C)C=C1)(C)C 4-(chlorodimethylsilyl)styrene